(4-amino-1,3-dihydrofuro[3,4-c][1,7]naphthyridin-8-yl)((3R)-3-(6-(difluoromethoxy)-3-pyridyl)-4-morpholinyl)methanone carbon [C].NC1=NC=2C=NC(=CC2C2=C1COC2)C(=O)N2[C@@H](COCC2)C=2C=NC(=CC2)OC(F)F